ClC=1C(=C(CN2[C@@H](CC(CC2)(C(=O)O)CC2=NC(=CC=C2F)NC2=NNC(=C2)C)C)C=CC1F)F (2R)-1-(3-chloro-2,4-difluorobenzyl)-4-((3-fluoro-6-((5-methyl-1H-pyrazol-3-yl)amino)pyridin-2-yl)methyl)-2-methylpiperidine-4-carboxylic acid